(2R)-2-[8-(2-chlorophenyl)-7-(4-chlorophenyl)-3-(oxacyclohexan-4-yl)-2,6-dioxopurin-1-yl]Propionamide ClC1=C(C=CC=C1)C1=NC=2N(C(N(C(C2N1C1=CC=C(C=C1)Cl)=O)[C@@H](C(=O)N)C)=O)C1CCOCC1